(2R,5S)-4-(7-(4-cyanopyridin-2-yl)-5-hydroxy-7H-pyrrolo[2,3-d]pyrimidin-4-yl)-2,5-dimethylpiperazine-1-carboxylic acid tert-butyl ester C(C)(C)(C)OC(=O)N1[C@@H](CN([C@H](C1)C)C=1C2=C(N=CN1)N(C=C2O)C2=NC=CC(=C2)C#N)C